NCC1=CC=C(C=C1)C1=CC(=C(C=C1)OCC)S(=O)(=O)N1CCC2(C[C@@H](CO2)NC[C@@H](COC=2C=C(C=CC2)S(=O)(=O)NC)O)CC1 3-((S)-3-((S)-8-(4'-(aminomethyl)-4-ethoxybiphenyl-3-ylsulfonyl)-1-oxa-8-azaspiro[4.5]dec-3-ylamino)-2-hydroxypropoxy)-N-methylbenzenesulfonamide